N1(CCCCCC1)C1=C(C=CC(=C1)[N+](=O)[O-])C=1N(C(=NN1)SCCN(C)C)C 2-[[5-[2-(azepan-1-yl)-4-nitrophenyl]-4-methyl-1,2,4-triazol-3-yl]sulfanyl]-N,N-dimethylethanamine